CNC(=O)C1=CC=C(C=N1)C=1C(CN(CC1)CC=1C=C2NC(C=3N(C2=C(C1F)F)C=CC3F)=O)C N,3'-dimethyl-1'-((3,8,9-trifluoro-4-oxo-4,5-dihydropyrrolo[1,2-a]quinoxalin-7-yl)methyl)-1',2',3',6'-tetrahydro-[3,4'-bipyridine]-6-carboxamide